N-dodecylphenyl-α-naphthylamine C(CCCCCCCCCCC)N(C1=CC=CC2=CC=CC=C12)C1=CC=CC=C1